O.C(C)O ethanol, hydrate